(3,5-dibromo-4-((4-oxo-3,4-dihydrophthalazin-1-yl)oxy)phenyl)-3,5-dioxo-2,3,4,5-tetrahydro-1,2,4-triazine-6-carbonitrile calcium salt [Ca].BrC=1C=C(C=C(C1OC1=NNC(C2=CC=CC=C12)=O)Br)N1N=C(C(NC1=O)=O)C#N